benzyl (3R,5S)-3-((5-(1,3,4-thiadiazol-2-yl)-1-((2-(trimethylsilyl)ethoxy)methyl)-1H-pyrrolo[2,3-b]pyridin-4-yl)amino)-5-methylpiperidine-1-carboxylate S1C(=NN=C1)C=1C(=C2C(=NC1)N(C=C2)COCC[Si](C)(C)C)N[C@H]2CN(C[C@H](C2)C)C(=O)OCC2=CC=CC=C2